ClC1=C(C(=O)O)C=CC(=C1CN1N=C(C2=CC(=CC(=C12)C)C(F)(F)F)C)Cl 2,4-dichloro-3-((3,7-dimethyl-5-(trifluoromethyl)-1H-indazol-1-yl)methyl)benzoic acid